CCNC1=CC2=C(C3=CC=CC=C31)N=C4C=CC(=[N+](CC)CC)C=C4O2.CCNC1=CC2=C(C3=CC=CC=C31)N=C4C=CC(=[N+](CC)CC)C=C4O2.[O-]S(=O)(=O)[O-] The molecule is the sulfate salt of ethyl nile blue. It has a role as a fluorochrome. It contains an ethyl nile blue(1+).